(R)-(+)-3-benzyl-1,2-propanediol C(C1=CC=CC=C1)C[C@H](CO)O